C(C)(C)(C)OC(=O)N1CCC(=CC1)C=1C=NC(=CC1)[C@H](C)NC=1N=CC2=C(N1)N(C(C=C2)=O)[C@@H](C)C(C)C 6-[(1S)-1-({8-[(2S)-3-methylbutan-2-yl]-7-oxo-7,8-dihydropyrido[2,3-d]pyrimidin-2-yl}amino)ethyl]-3',6'-dihydro-3,4'-bipyridin-1'(2'H)-carboxylic acid tert-butyl ester